1,3,5-tri(4-phenylpyrazolyl)benzene C1(=CC=CC=C1)C=1C(=NNC1)C1=CC(=CC(=C1)C1=NNC=C1C1=CC=CC=C1)C1=NNC=C1C1=CC=CC=C1